C(C(=C)C)(=O)OC1=C(C(=C(C=C1)C1(C2=CC=CC=C2C=2C=CC=CC12)C1=C(C(=C(C=C1)OC(C(=C)C)=O)OCC)OCC)OCC)OCC 9,9-bis(methacryloxydiethoxyphenyl)-fluorene